4-[3-(4-Bromo-2-chlorobenzoyl)-2,4-dihydro-1,3-benzoxazin-8-yl]-5-fluoro-2-morpholin-4-ylbenzoic acid methyl ester COC(C1=C(C=C(C(=C1)F)C1=CC=CC=2CN(COC21)C(C2=C(C=C(C=C2)Br)Cl)=O)N2CCOCC2)=O